C(=O)(O)CN1CCC(CC1)C=1OC2=C(N1)C=C(C=C2)C=2C(=C(COC1=CC(=C(CN3[C@@H](CCCC3)C(=O)O)C=C1Cl)OCC=1C=NC=C(C1)C#N)C=CC2)C (S)-1-(4-((3-(2-(1-(carboxymethyl)piperidin-4-yl)benzo[d]oxazol-5-yl)-2-methylbenzyl)oxy)-5-chloro-2-((5-cyanopyridin-3-yl)methoxy)benzyl)piperidine-2-carboxylic acid